C1(CC1)NC(C1=CC(=C(C=C1)C)C=1C=NC(=C(C1)C1=CC=NS1)NC(CO)(C)C)=O N-cyclopropyl-3-(6-((1-hydroxy-2-methylpropan-2-yl)amino)-5-(isothiazol-5-yl)pyridin-3-yl)-4-methylbenzamide